ClCCCCOC=1C=C(C[C@H](N)C(=O)O)C=C(C1)OCCCCCl 3,5-bis(4-chlorobutoxy)-phenylalanine